N1=C(C=CC=C1C(=O)O)C(=O)O.[Ca] calcium 2,6-pyridinedicarboxylic acid